CN1CC(CC1)C1=CC=CC=2NC=NC21 4-(1-methylpyrrolidin-3-yl)-1H-benzo-[d]Imidazole